propenyldodecyldimethylsilane C(=CC)[Si](C)(C)CCCCCCCCCCCC